chloro(dimethyl)octadecyl-silane (E)-tert-butyl-3-(2-ethoxy-2-oxoethylidene)azepane-1-carboxylate C(C)(C)(C)OC(=O)N1C/C(/CCCC1)=C/C(=O)OCC.Cl[Si](CCCCCCCCCCCCCCCCCC)(C)C